6-methyl-3-(6-(pyrrolidine-1-carbonyl)naphthalen-1-yl)-5,6-dihydro-7H-pyrrolo[3,4-b]pyridin-7-one CN1C(C2=NC=C(C=C2C1)C1=CC=CC2=CC(=CC=C12)C(=O)N1CCCC1)=O